FC1=C(C[N@@+](CCOC(\C=C\C2=CC=C(C=C2)F)=O)(CCO)[O-])C(=CC=C1)F (S,E)-N-(2,6-Difluorobenzyl)-2-((3-(4-fluorophenyl)acryloyl)oxy)-N-(2-hydroxyethyl)ethan-1-amine oxide